ClC1=C(C2=C(C=3C=NC(=NC13)N1C[C@@H](CC1)N(C)C)COC2)C2=CC=C(C=1SC(=C(C12)C#N)NC(OC(C)(C)C)=O)F tert-Butyl (4-(5-chloro-3-((R)-3-(dimethylamino)pyrrolidin-1-yl)-7,9-dihydrofuro[3,4-f]quinazolin-6-yl)-3-cyano-7-fluorobenzo[b]thiophen-2-yl)carbamate